C(C)OC(=O)C1(CCN(CC1)C1=NC(=CC=C1)S(NC1=NC(=C(C=C1)C(F)(F)F)C1=C(C=CC=C1C)C)(=O)=O)C 1-(6-{[6-(2,6-dimethylphenyl)-5-(trifluoromethyl)pyridin-2-yl]Sulfamoyl}pyridin-2-yl)-4-methylpiperidine-4-carboxylic acid ethyl ester